C(C)(C)(C)OC(=O)N1CCC2(CCN(C2=O)[C@H](C(=O)OCC2=CC=CC=C2)C(C)C)CC1 (S)-2-(1-(benzyloxy)-3-methyl-1-oxobutan-2-yl)-1-oxo-2,8-diazaspiro[4.5]decane-8-carboxylic acid tert-butyl ester